(2-fluoro-6-methoxyphenyl)-N-(5-(fluoromethyl)-1,3,4-thiadiazol-2-yl)-6-methylnicotinamide FC1=C(C(=CC=C1)OC)C1=C(C(=O)NC=2SC(=NN2)CF)C=CC(=N1)C